C(#N)C=1C=C(C=CC1C1CCCC1)NC(C1=C(C=CC(=C1)[N+](=O)[O-])SC1=NN=NN1C)=O N-(3-cyano-4-cyclopentylphenyl)-2-[(1-methyl-1,2,3,4-tetrazol-5-yl)sulfanyl]-5-nitrobenzamide